8-[(1R)-1-[[2-(2,6-difluorophenyl)-3-pyridinyl]amino]ethyl]-3,6-dimethyl-2-(3-pyridinyl)benzopyran-4-one FC1=C(C(=CC=C1)F)C1=NC=CC=C1N[C@H](C)C1=CC(=CC=2C(C(=C(OC21)C=2C=NC=CC2)C)=O)C